(S)-6-methyl-N-((S)-7-oxo-1-(5-(4-(pyridin-3-yl)phenyl)oxazol-2-yl)nonyl)-6-azaspiro[2.5]octane-1-carboxamide CN1CCC2(C[C@@H]2C(=O)N[C@@H](CCCCCC(CC)=O)C=2OC(=CN2)C2=CC=C(C=C2)C=2C=NC=CC2)CC1